1-Methyl-5-((1,2,3,4-tetrahydroisoquinolin-8-yl)amino)piperidin-2-one CN1C(CCC(C1)NC=1C=CC=C2CCNCC12)=O